4-(5-(1-(pyridin-3-yl)-1H-pyrazol-5-yl)-2-(pyridin-4-yl)pyrazolo[1,5-a]pyrimidin-7-yl)morpholine N1=CC(=CC=C1)N1N=CC=C1C1=NC=2N(C(=C1)N1CCOCC1)N=C(C2)C2=CC=NC=C2